6-(tert-butyl)pyridin-2-amine C(C)(C)(C)C1=CC=CC(=N1)N